2-(4-(6-(4-Cyano-2-fluorobenzyloxy)pyridin-2-yl)-2-fluorobenzyl)-1-(furan-2-ylmethyl)-1H-benzo[d]imidazole-6-carboxylic acid C(#N)C1=CC(=C(COC2=CC=CC(=N2)C2=CC(=C(CC3=NC4=C(N3CC=3OC=CC3)C=C(C=C4)C(=O)O)C=C2)F)C=C1)F